C(C)OC(CCC1(CCN(CC1)C(=O)OC(C)(C)C)C)=O tert-butyl 4-(3-ethoxy-3-oxo-propyl)-4-methyl-piperidine-1-carboxylate